OCC1NCCS(C1)(=O)=O 3-(hydroxymethyl)-1λ6-thiomorpholine-1,1-dione